diethyl (1R,3S,4S,6S)-4,6-bis((4-aminophenyl)carbamoyl)cyclohexane-1,3-dicarboxylate NC1=CC=C(C=C1)NC(=O)[C@@H]1[C@H](C[C@H]([C@H](C1)C(NC1=CC=C(C=C1)N)=O)C(=O)OCC)C(=O)OCC